N1-methyl pseudouridine-5'-triphosphate P(O)(=O)(OP(=O)(O)OP(=O)(O)O)OC[C@@H]1[C@H]([C@H]([C@@H](O1)C1=CN(C(=O)NC1=O)C)O)O